C(C)(C)(C)OC(=O)N1CC2CC2(CC1)[B-](F)(F)F.[K+] Potassium (3-(tert-butoxycarbonyl)-3-azabicyclo[4.1.0]heptan-6-yl)trifluoroborate